Bis(2-dimethylaminoethyl) disulfide CN(CCSSCCN(C)C)C